methyl-bis-behenyl-[3-(dimethoxysilyl)propyl]ammonium chloride [Cl-].C[N+](CCC[SiH](OC)OC)(CCCCCCCCCCCCCCCCCCCCCC)CCCCCCCCCCCCCCCCCCCCCC